(1s,4s)-4-(8-(4-chloro-2,6-difluorophenylamino)-2-(3,3-difluorocyclobutylamino)-9H-purin-9-yl)-1-methylcyclohexanecarboxamide ClC1=CC(=C(C(=C1)F)NC=1N(C2=NC(=NC=C2N1)NC1CC(C1)(F)F)C1CCC(CC1)(C(=O)N)C)F